6-fluoro-5-methyl-4-oxo-7-(3-oxoazetidin-1-yl)-1-(1,2,4-thiadiazol-5-yl)-1,4-dihydro-1,8-naphthyridine-3-carboxylic acid FC=1C(=C2C(C(=CN(C2=NC1N1CC(C1)=O)C1=NC=NS1)C(=O)O)=O)C